CC=1C=C(OC2=CC=C(C=C2)NS(=O)(=O)C2=CC(=C(C3=CC=CC=C23)O)C(=O)O)C=C(C1)C 4-(N-(4-(3,5-dimethylphenoxy)phenyl)sulfamoyl)-1-hydroxy-2-naphthoic acid